2-methyl-1H-imidazol CC=1NC=CN1